3-(trifluoromethyl)-1,4,5,6-tetrahydro-7H-pyrazolo[3,4-b]pyridine-7-carboxylate FC(C1=NNC=2N(CCCC21)C(=O)[O-])(F)F